FC1=CC=C(C=C1)N1C(=C(C2=C(C=CC=C12)O)C1=CC=C(C(=O)O)C=C1)C1CN(CC1)C(=O)OC 4-[1-(4-fluorophenyl)-4-hydroxy-2-(1-methoxycarbonylpyrrolidin-3-yl)indol-3-yl]Benzoic acid